OC(COC1=CC=C(C=C1)C#CC1=C2C=C(N=CC2=C(N=C1)NC)NC(=O)C1CC1)(C)C N-(5-((4-(2-hydroxy-2-methylpropoxy)phenyl)ethynyl)-8-(methylamino)-2,7-naphthyridin-3-yl)cyclopropanecarboxamide